3-[1-(Difluoromethylene)-4-hydroxy-2,3-dihydro-1H-inden-5-yl]-6-{[(3R)-1-methylhexahydropyridin-3-yl]amino}-4-methyl-4H,5H-1,2,4-triazin-5-one FC(=C1CCC2=C(C(=CC=C12)C1=NN=C(C(N1C)=O)N[C@H]1CN(CCC1)C)O)F